tert-butyl 5-amino-4-[5-[2-[methyl(quinuclidine-4-carbonyl)amino]acetyl]-1-oxo-isoindolin-2-yl]-5-oxo-pentanoate NC(C(CCC(=O)OC(C)(C)C)N1C(C2=CC=C(C=C2C1)C(CN(C(=O)C12CCN(CC1)CC2)C)=O)=O)=O